C(CCC)SC1=C(C(OC2=CC(=C(C=C12)[N+](=O)[O-])N(CC)CC)=O)/C=C(\C#N)/C=1SC2=C(N1)C=CC(=C2)C(=O)O (E)-2-(2-(4-(butylsulfanyl)-7-(diethylamino)-6-nitro-2-oxo-2H-chromen-3-yl)-1-cyanovinyl)benzo[d]thiazole-6-carboxylic acid